[N+](=O)([O-])C1=CC=C(C=C1)B1OC(C)(C)C(C)(C)O1 4-nitrophenylboronic acid pinacol ester